2-(2,6-dichlorophenyl)hydrazine formate C(=O)O.ClC1=C(C(=CC=C1)Cl)NN